1-(4-((7-cyano-2-((4,4-difluoro-4,5,6,7-tetrahydropyrazolo[1,5-a]pyridin-2-yl)amino)-1-methyl-1H-imidazo[4,5-b]pyridin-6-yl)oxy)pyridin-2-yl)-3-methylurea C(#N)C1=C2C(=NC=C1OC1=CC(=NC=C1)NC(=O)NC)N=C(N2C)NC2=NN1C(C(CCC1)(F)F)=C2